C(C)(C)(C)OC(=O)N1CCC(CC1)N1CCN(CC1)C1=CC(=CC=C1)N[C@H]1C(NC(CC1)=O)=O |r| (±)-4-(4-(3-((2,6-Dioxopiperidin-3-yl)amino)phenyl)piperazin-1-yl)piperidine-1-carboxylic acid tert-butyl ester